tert-butyl (3R,4R)-3-amino-4-methoxy-pyrrolidine-1-carboxylate N[C@@H]1CN(C[C@H]1OC)C(=O)OC(C)(C)C